(S)-2-amino-6-(2-chloro-4-(pyrrolidin-1-ylmethyl)benzyl)-4-((1-hydroxypentan-2-yl)amino)pyrido[4,3-d]pyrimidin-5(6H)-one NC=1N=C(C2=C(N1)C=CN(C2=O)CC2=C(C=C(C=C2)CN2CCCC2)Cl)N[C@H](CO)CCC